FC=1C=C(C=CC1OC1=NC=NC2=CC(=C(C=C12)OC)OCC1CCN(CC1)C)NC(=O)C1(CC1)C(=O)NC1=CC=C(C=C1)F N-{3-fluoro-4-[(6-(methyloxy)-7-{[(1-methylpiperidin-4-yl)methyl]oxy}quinazolin-4-yl)oxy]phenyl}-N'-(4-fluorophenyl)cyclopropane-1,1-dicarboxamide